2-(((1R,3S)-3-(1H-benzo[d]imidazol-1-yl)cyclohexyl)amino)-4-(1-(2,2-difluoroethyl)-1H-pyrazol-4-yl)pyrimidine-5-carbonitrile N1(C=NC2=C1C=CC=C2)[C@@H]2C[C@@H](CCC2)NC2=NC=C(C(=N2)C=2C=NN(C2)CC(F)F)C#N